C(C)OC=1C=C(C=CC1OC)[C@@H](CS(=O)(=O)C)N1C(C2=CC(=CC(=C2C1=O)NC(C)=O)I)=O (S)-N-(2-(1-(3-ethoxy-4-methoxyphenyl)-2-(methylsulfonyl)ethyl)-6-iodo-1,3-dioxoisoindolin-4-yl)-acetamide